N-(5-(4-(2,6-diazaspiro[3.4]octan-6-yl)quinazolin-6-yl)-2-methoxypyridin-3-yl)-2,4-difluorobenzenesulfonamide C1NCC12CN(CC2)C2=NC=NC1=CC=C(C=C21)C=2C=C(C(=NC2)OC)NS(=O)(=O)C2=C(C=C(C=C2)F)F